2-methylene-1-phenyl-1,3-butanedione C=C(C(=O)C1=CC=CC=C1)C(C)=O